C(C=C)(=O)N1CCC12CN(C2)C(=O)OC(C)(C)C tert-butyl 1-acryloyl-1,6-diazaspiro[3.3]heptane-6-carboxylate